C(CCC)OC=1C=C(C=CC1)CCC[C@@H](C(=O)O)N1CCN(CCN(CCN(CC1)[C@H](C(=O)[O-])CO)[C@H](C(=O)[O-])CO)[C@H](C(=O)[O-])CO.[Gd+3] gadolinium (2s,2'S,2''S)-2,2',2''-{10-[(1S)-4-(3-butoxyphenyl)-1-carboxybutyl]-1,4,7,10-tetraazacyclododecane-1,4,7-triyl}tris(3-hydroxypropanoate)